C1(=CC=CC=C1)C1(C(=O)OC(C1)C)C1=CC=CC=C1 α,α-diphenyl-γ-valerolactone